Tetrahydrofuran-3-amine O1CC(CC1)N